O([C@@H]1[C@H](O)[C@@H](O)[C@H](O)[C@H](O1)CO)C1[C@H](O)[C@@H](O)[C@H](O)[C@H](O1)CO glucopyranosyl α-D-glucopyranoside